CN1N=CC(=C1)N1C(CN(CC1)C(=O)OC(C)(C)C)=O 1-(1-methyl-1H-pyrazol-4-yl)-4-tert-butoxycarbonyl-piperazine-2-one